C(#C)[C@@H]1N(CCC1)C(=O)C1(CC1)F (R)-(2-Ethynylpyrrolidin-1-yl)(1-fluorocyclopropyl)methanone